4-(6-chloro-8-fluoro-2-(((S)-1-methyl-piperidin-2-yl)methoxy)-4-(piperazin-1-yl)quinazolin-7-yl)benzo[d]thiazol-2-amine ClC=1C=C2C(=NC(=NC2=C(C1C1=CC=CC2=C1N=C(S2)N)F)OC[C@H]2N(CCCC2)C)N2CCNCC2